5-cyclopropyl-3-(2,6-dichlorophenyl)isoxazole-4-carboxylic acid (1r,4r,5r)-2-azabicyclo[2.2.1]heptane-5-yl ester HCl salt Cl.[C@H]12NC[C@H]([C@@H](C1)OC(=O)C=1C(=NOC1C1CC1)C1=C(C=CC=C1Cl)Cl)C2